C=C1C(N([C@@H](C1)C(F)(F)F)C(=O)OC(C)(C)C)=O tert-Butyl (S)-3-methylene-2-oxo-5-(trifluoromethyl)pyrrolidine-1-carboxylate